C(#N)C1(C2CCN(CC12)C(=O)OCC1=CC=CC=C1)C=1N=NN(C1)C benzyl 7-cyano-7-(1-methyl-1H-1,2,3-triazol-4-yl)-3-azabicyclo[4.1.0]heptane-3-carboxylate